N-propylbenzamide hydrochloride Cl.C(CC)NC(C1=CC=CC=C1)=O